[N+](=O)([O-])C=1C=C2C=NN=C(C2=CC1)N1C[C@@H](CC1)NC1=NC=C(C=N1)C#C[Si](C)(C)C (R)-N-(1-(6-nitrophthalazin-1-yl)pyrrolidin-3-yl)-5-((trimethylsilyl)ethynyl)pyrimidin-2-amine